Ethyl (Z)-2-(4-(2,5-dimethoxybenzyl)-2-((4-methylcyclohexyl)imino)-5-oxo-2,5-dihydrofuran-3-yl)acetate COC1=C(CC2=C(/C(/OC2=O)=N/C2CCC(CC2)C)CC(=O)OCC)C=C(C=C1)OC